N-methylpyrrolidine boron disalicylate C(C=1C(O)=CC=CC1)(=O)[O-].C(C=1C(O)=CC=CC1)(=O)[O-].[B+2].CN1CCCC1